OCC1=NC(=NC=C1)[C@@H]1N(CCC1)C(=O)OCC1=CC=CC=C1 (R)-benzyl 2-(4-(hydroxymethyl)pyrimidin-2-yl)pyrrolidine-1-carboxylate